N-[[6-(Dimethylamino)-2-pyridyl]sulfonyl]-6-methyl-2-(2,4,6-trimethylphenoxy)pyridin-3-carboxamid CN(C1=CC=CC(=N1)S(=O)(=O)NC(=O)C=1C(=NC(=CC1)C)OC1=C(C=C(C=C1C)C)C)C